2-(N,N-dimethylamino)phenol CN(C)C1=C(C=CC=C1)O